CN1CC(C1)(C)[C@](O)(C1=CC=C(C=C1)C(C)C)C=1C=NC=C(C1)N1C[C@@H](O[C@H](C1)C)C (R)-(1,3-dimethyl-azetidin-3-yl)-[5-((2s,6s)-2,6-dimethyl-morpholin-4-yl)-pyridin-3-yl]-(4-isopropyl-phenyl)-methanol